3-(1H-Indazol-5-yl)-N-isopropyl-5-(trifluoromethyl)imidazo[4,5-b]pyridine N1N=CC2=CC(=CC=C12)N1CN(C=2C1=NC(=CC2)C(F)(F)F)C(C)C